dimethyl-pentamethylcyclopentadienyl-(1-pentyl-benz[f]indenyl)hafnium C[Hf](C=1CC=2C=C3C(=CC2C1CCCCC)C=CC=C3)(C3(C(=C(C(=C3C)C)C)C)C)C